[2-(difluoromethyl)azetidin-1-yl]-[rac-(5s,7s)-7-fluoro-5-phenyl-6,7-dihydro-5H-pyrrolo[1,2-b][1,2,4]triazol-2-yl]methanone FC(C1N(CC1)C(=O)C=1N=C2N(N1)[C@@H](C[C@@H]2F)C2=CC=CC=C2)F |r|